6-(2-chloro-5-fluoropyrimidin-4-yl)-4-fluoro-1-isopropyl-2-methyl-1H-benzo[d]imidazole ClC1=NC=C(C(=N1)C=1C=C(C2=C(N(C(=N2)C)C(C)C)C1)F)F